2-chloro-4-methylsulfanyl-1-nitro-benzene ClC1=C(C=CC(=C1)SC)[N+](=O)[O-]